CC=1C(=CC2=C(C=NO2)C1)C(=O)N 5-methylbenzo[d]isoxazole-6-carboxamide